FC(C1=CC=C(OC2=CC=C(C=C2)C2=NNC3=NC=NC(=C32)N)C=C1)(F)F 3-(4-(4-(trifluoromethyl)phenoxy)phenyl)-1H-pyrazolo[3,4-d]pyrimidin-4-amine